NCCNS(=O)(=O)C1=NC(=CC=C1N1[C@@H](CN(CC1)C(C1=C(C=C(C=C1)F)Cl)=O)CC)C1=C(C=CC=C1)OCC N-(2-aminoethyl)-3-[(2R)-4-(2-chloro-4-fluorobenzoyl)-2-ethylpiperazin-1-yl]-6-(2-ethoxyphenyl)pyridine-2-sulfonamide